C(C)(C)(C)C=1C=C(CN(C(CN(S(=O)(=O)C2=C(C(=C(C(=C2F)F)F)F)F)CC2=CC=C(C=C2)Cl)=O)C2=CC(=C(C(=O)O)C=C2)F)C=C(C1)C1CC1 4-(N-(3-(tert-butyl)-5-cyclopropylbenzyl)-2-(N-(4-chlorobenzyl)-(2,3,4,5,6-pentafluorophenyl)sulfonamido)acetamido)-2-fluorobenzoic acid